2,6-dichloro-4-{[4-(4-{[(2-methylpropan-2-yl)oxy]carbonyl}piperazin-1-yl)phenyl]amino}pyrimidine-5-carboxylic acid ClC1=NC(=C(C(=N1)NC1=CC=C(C=C1)N1CCN(CC1)C(=O)OC(C)(C)C)C(=O)O)Cl